[Cl-].CC[N+](C)(C)CCC methylpropyl-trimethylammonium chloride